3-[4-(1H-pyrrolo[2,3-b]pyridin-4-yloxy)-3-(trifluoromethoxy)phenyl]-1-[5-(trifluoromethyl)-3-pyridinyl]-2,4-imidazolidinedione N1C=CC=2C1=NC=CC2OC2=C(C=C(C=C2)N2C(N(CC2=O)C=2C=NC=C(C2)C(F)(F)F)=O)OC(F)(F)F